CC1=C(C(=CC=C1)C)NC1=NN(C2=NC(=NC=C21)NC2=CC=C1CCNCC1=C2)C 7-((3-((2,6-dimethylphenyl)amino)-1-methyl-1H-pyrazolo[3,4-d]pyrimid-6-yl)amino)-1,2,3,4-tetrahydroisoquinolin